CNC(OCCC(Cl)C(C)(C)C)=O t-butyl(3-chloropropyl) (methyl)carbamate